N-(2,3-dihydroxypropyl)-3-(perfluorophenyl)propanamide OC(CNC(CCC1=C(C(=C(C(=C1F)F)F)F)F)=O)CO